FC1=CC(=C(OC2=C(C(=O)NC3=CC(=C(C=C3)F)C(NS(N)(=O)=O)=O)C=CC(=C2)C(F)(F)F)C=C1)C 2-(4-Fluoro-2-methylphenoxy)-N-(4-fluoro-3-(sulfamoyl-carbamoyl)phenyl)-4-(trifluoromethyl)benzamide